CC(C)NC1=NC=NC(=N1)S 4-[(propan-2-yl)amino]-6-sulfanyl-1,3,5-triazin